2,3-dihydroxymethyl-bicyclo[2.2.1]hept-5-ene OCC1C2C=CC(C1CO)C2